[Na+].[Na+].P(=O)(OC1=CNC2=CC=CC=C12)([O-])[O-] 3-Indolyl phosphate disodium salt